COC=1N=C(C2=C(N1)C=NC(=C2)N2CCCC2)N[C@H](C)C2=CC(=CC(=C2)C(F)(F)F)[N+](=O)[O-] (R)-2-methoxy-N-(1-(3-nitro-5-(trifluoromethyl)phenyl)ethyl)-6-(pyrrolidin-1-yl)pyrido[3,4-d]pyrimidin-4-amine